O=C(CNC(=O)C1=CC=C(C2=CC=CC=C12)C1=NO[C@](C1)(C(F)(F)F)C1=C(C(=CC(=C1)C(F)(F)F)Cl)F)NCC(F)(F)F N-[2-oxo-2-(2,2,2-trifluoroethylamino)ethyl]-4-[(5S)-5-[3-chloro-2-fluoro-5-(trifluoromethyl)phenyl]-5-(trifluoromethyl)-4H-isoxazol-3-yl]naphthalene-1-carboxamide